C(=O)C1=C(C=NC(=C1)OC)OCC=1C(=NC=CC1)C1=CC=NN1CCC(=O)OC methyl 3-(5-(3-(((4-formyl-6-methoxypyridin-3-yl)oxy)methyl)pyridin-2-yl)-1H-pyrazol-1-yl)propanoate